benzo[lmn]phenanthridin-5-ol C1=C2C3=C4C(=CC=CC4=C(N=C3C=C1)O)C=C2